ethyl 4-(2-fluoro-8-(4,4,5,5-tetramethyl-1,3,2-dioxaborolan-2-yl)naphthalen-1-yl)but-3-ynoate FC1=C(C2=C(C=CC=C2C=C1)B1OC(C(O1)(C)C)(C)C)C#CCC(=O)OCC